trans-4-((3-(1-Isopropyl-1H-pyrazol-4-yl)phenyl)((trans-4-(4-methoxy-3-methylphenyl)cyclohexyl)methyl) carbamoyl)cyclohexyl (3-hydroxypropyl)carbamate OCCCNC(O[C@@H]1CC[C@H](CC1)C(N(C[C@@H]1CC[C@H](CC1)C1=CC(=C(C=C1)OC)C)C1=CC(=CC=C1)C=1C=NN(C1)C(C)C)=O)=O